2-(3-(7-chloro-6-(2',6'-dihydroxy-[1,1'-biphenyl]-4-yl)-2-oxo-1,2-dihydroquinolin-3-yl)phenyl)acetic acid ClC1=C(C=C2C=C(C(NC2=C1)=O)C=1C=C(C=CC1)CC(=O)O)C1=CC=C(C=C1)C1=C(C=CC=C1O)O